CC1=C(C=2N(C=C1C=1NC3=CC=C(C=C3C1C(C)C)C1CN(CCO1)CCS(=O)(=O)C)N=CN2)C 2-(2-(7,8-Dimethyl-[1,2,4]triazolo[1,5-a]pyridin-6-yl)-3-isopropyl-1H-indol-5-yl)-4-(2-(methylsulfonyl)ethyl)morpholin